2-(4-{[(2R,6S)-2,6-dimethyloxan-4-yl]Oxypiperidin-1-yl}-3-fluorophenyl)-N1,N1-dimethylbenzene-1,4-disulfonamide C[C@H]1O[C@H](CC(C1)OC1N(CCCC1)C1=C(C=C(C=C1)C1=C(C=CC(=C1)S(=O)(=O)N)S(=O)(=O)N(C)C)F)C